(R)-8-(7-(difluoromethyl)-6-(1-methyl-1H-pyrazol-4-yl)-3,4-dihydroquinolin-1(2H)-yl)-2-methyl-2H-benzo[b][1,4]oxazin-3(4H)-one FC(C1=C(C=C2CCCN(C2=C1)C1=CC=CC2=C1O[C@@H](C(N2)=O)C)C=2C=NN(C2)C)F